C1(=CC=CC=C1)C=1N=C(C2=C(N1)CN(C2)C(C=C)=O)C2=NN(C=C2)CC=2C=NC=CC2 1-(2-phenyl-4-(1-(pyridin-3-ylmethyl)-1H-pyrazol-3-yl)-5,7-dihydro-6H-pyrrolo[3,4-d]pyrimidin-6-yl)prop-2-en-1-one